Tetrakis-(pentafluorophenyl)borat FC1=C(C(=C(C(=C1[B-](C1=C(C(=C(C(=C1F)F)F)F)F)(C1=C(C(=C(C(=C1F)F)F)F)F)C1=C(C(=C(C(=C1F)F)F)F)F)F)F)F)F